tris[4-(2-pyridin-4-yl-vinyl)phenyl]amine N1=CC=C(C=C1)C=CC1=CC=C(C=C1)N(C1=CC=C(C=C1)C=CC1=CC=NC=C1)C1=CC=C(C=C1)C=CC1=CC=NC=C1